FC1(CCC(CC1)NCC1=C(C2=C(CCO2)C=C1)F)F 4,4-difluoro-N-((7-fluoro-2,3-dihydrobenzofuran-6-yl)methyl)cyclohexan-1-amine